Cl.COC1=C2C3C=CC(C2=CC=C1)N3 3-methoxy-11-azatricyclo[6.2.1.02,7]Undec-2,4,6,9-tetraene hydrochloride